C(CC\C=C/CCCCC)C(C(CCC\C=C/CCCCC)N(C(O)=O)CCCN1CCN(CC1)C)CCC\C=C/CCCCC.C1(=CC=C(C=C1)C1=NC=NC(=C1)C1=CC(=CC=C1)C=1C=NC=CC1)C1=CC=CC=C1 4-(biphenyl-4-yl)-6-{3-(pyridin-3-yl)phenyl}pyrimidine (6Z,16Z)-12-((Z)-dec-4-en-1-yl)docosa-6,16-dien-11-yl-(3-(4-methylpiperazin-1-yl)propyl)carbamate